1-[(1R,2'S)-7-chloro-4,4-difluoro-2'-methyl-spiro[isochromane-1,4'-piperidine]-1'-yl]-2,2,2-trifluoro-ethanone ClC1=CC=C2C(CO[C@]3(C[C@@H](N(CC3)C(C(F)(F)F)=O)C)C2=C1)(F)F